COC1CN(CCC1)C(=O)NCCCC(CCCC(CCCCC(CCCC(CCC)C)C)C)C 1-[3-methoxypiperidinamido](2E,4E,6E,8E,10E,12E,14E,16Z,18E)-4,8,13,17-tetramethyleicosane